methyl (R)-6-(3-(4-(3-hydroxy-1-methyl-2-oxopyrrolidin-3-yl)-1H-1,2,3-triazol-1-yl)phenyl)picolinate O[C@@]1(C(N(CC1)C)=O)C=1N=NN(C1)C=1C=C(C=CC1)C1=CC=CC(=N1)C(=O)OC